n-octadecanoate CCCCCCCCCCCCCCCCCC(=O)O